5-((4,6-difluoro-1H-indol-5-yl)oxy)-2-fluorobenzimidamide FC1=C2C=CNC2=CC(=C1OC=1C=CC(=C(C(N)=N)C1)F)F